5-methyl-1,5-di-n-propyl-1,3-cyclohexadiene CC1(C=CC=C(C1)CCC)CCC